1-hexyl-3-(3-sulfopropyl)-1H-imidazol-3-ium C(CCCCC)N1C=[N+](C=C1)CCCS(=O)(=O)O